N-(4-[[4-(3-Cyanophenyl)piperazin-1-yl]sulfonyl]phenyl)-2-(N-methylmethanesulfonamido)-benzamide C(#N)C=1C=C(C=CC1)N1CCN(CC1)S(=O)(=O)C1=CC=C(C=C1)NC(C1=C(C=CC=C1)N(S(=O)(=O)C)C)=O